3-(3-(4-(3-(2-chlorophenyl)ureido)phenoxy)azetidin-1-yl)-2-(1H-pyrrol-1-yl)benzoic acid ClC1=C(C=CC=C1)NC(NC1=CC=C(OC2CN(C2)C=2C(=C(C(=O)O)C=CC2)N2C=CC=C2)C=C1)=O